(1-(tert-butoxycarbonyl)-3,3-difluoro-1,2,3,6-tetrahydropyridin-4-yl)boronic acid C(C)(C)(C)OC(=O)N1CC(C(=CC1)B(O)O)(F)F